7-benzyl-8-(4-fluorophenoxy)-1-(3-hydroxypropyl)-3-methyl-1H-purine-2,6(3H,7H)-dione C(C1=CC=CC=C1)N1C(=NC=2N(C(N(C(C12)=O)CCCO)=O)C)OC1=CC=C(C=C1)F